ClC1=CCC(C=C1)(C(F)(F)F)C1CC1C(=O)N (4-chloro-1-trifluoromethylphenyl)-3-cyclopropanecarboxamide